COC1=CC=C2CCC=CC2=C1 7-methoxy-3,4-dihydronaphthalen